FC1=CC=C(OCCNCCCCC2=NC=3NCCCC3C=C2)C=C1 N-(2-(4-fluorophenoxy)ethyl)-4-(5,6,7,8-tetrahydro-1,8-naphthyridin-2-yl)butan-1-amine